2-(4-(1-((4-methyl-4H-1,2,4-triazol-3-yl)methyl)cyclobutyl)-6-((piperidin-4-ylmethyl)amino)pyridin-2-yl)-6-(((1-methylcyclobutyl)amino)methyl)-4-(trifluoromethyl)isoindolin-1-one CN1C(=NN=C1)CC1(CCC1)C1=CC(=NC(=C1)NCC1CCNCC1)N1C(C2=CC(=CC(=C2C1)C(F)(F)F)CNC1(CCC1)C)=O